BrC=1C=C(C=CC1F)NC(=NO)C=1C(=NON1)SCC(=O)NC(C(C)O)CO 2-({4-[N-(3-bromo-4-fluorophenyl)-N'-hydroxycarbamimidoyl]-1,2,5-oxadiazol-3-yl}sulfanyl)-N-[2-hydroxy-1-(hydroxymethyl)propyl]acetamide